ClC1=CC(=CC(=N1)N1[C@@H](COCC1)C)C(C)(C)S(=O)(=O)C (3R)-4-[6-chloro-4-(2-methanesulfonylpropan-2-yl)pyridin-2-yl]-3-methylmorpholine